C(#N)C1=CC=C(C=C1)C#CC=1C=C(C(=NC1)OC1=C(N=NN1)C(=O)O)F 5-((5-((4-cyanophenyl)ethynyl)-3-fluoropyridin-2-yl)oxy)-1H-1,2,3-triazole-4-carboxylic acid